(E)-N-(4-(((4-((2-(aminomethyl)-3-fluoroallyl)oxy)phenyl)sulfonyl)methyl)bicyclo[2.2.2]octan-1-yl)cyclopropanesulfonamide NC/C(/COC1=CC=C(C=C1)S(=O)(=O)CC12CCC(CC1)(CC2)NS(=O)(=O)C2CC2)=C\F